(2-(hydroxymethyl)morpholino)(piperazin-1-yl)phosphinate OCC1OCCN(C1)P([O-])(=O)N1CCNCC1